N-(2,6-dichlorophenyl)-4-methyl-2-(methylthio)pyrimidine-5-carboxamide ClC1=C(C(=CC=C1)Cl)NC(=O)C=1C(=NC(=NC1)SC)C